5-(3-(4-((3-(cyanomethyl)-5-(trifluoromethyl)benzyl)amino)butoxy)azetidin-1-yl)benzo[c][2,6]naphthyridine-8-carboxamide C(#N)CC=1C=C(CNCCCCOC2CN(C2)C2=NC3=C(C4=CN=CC=C24)C=CC(=C3)C(=O)N)C=C(C1)C(F)(F)F